FC1=C(C=CC=C1)C1=NC(=NC=2[C@]3([C@@H](CCC12)[C@H](C(C(=C3)C#N)=O)C)C)C3=CC=NC1=CC=CC=C31 (6aS,7R,10aS)-4-(2-fluorophenyl)-7,10a-dimethyl-8-oxo-2-(quinolin-4-yl)-5,6,6a,7,8,10a-hexahydrobenzo[h]quinazoline-9-carbonitrile